5-(2-fluoro-6-hydroxy-4-((4-(3-methylbutanoyl)piperazin-1-yl)methyl)phenyl)-1,2,5-thiadiazolidin-3-one 1,1-dioxide FC1=C(C(=CC(=C1)CN1CCN(CC1)C(CC(C)C)=O)O)N1CC(NS1(=O)=O)=O